trans-3-hydroxypiperidine-4-carbonitrile O[C@@H]1CNCC[C@H]1C#N